C[C@@H]1N(CC1)C1=NC(=CC(=N1)C1=CC=C(C(=O)O)C=C1)C(F)(F)F 4-{2-[(2S)-2-methylazetidin-1-yl]-6-(trifluoromethyl)pyrimidin-4-yl}benzoic acid